COC1=CC=C(C=C1)/C=C/C(=O)C1=CC=C(OC(C(=O)O)C)C=C1 2-[4-[(E)-3-(4-Methoxyphenyl)prop-2-enoyl]phenoxy]propanoic acid